FC1=C(C=C2CN(C(C2=C1)=O)C1C(NC(CC1)=O)=O)N1CCN(CC1)CC1CCN(CC1)C1=CC=C(C=C1)C1C(COC2=CC(=CC=C12)O)C1=CC=CC=C1 3-(6-fluoro-5-(4-((1-(4-(7-hydroxy-3-phenylchroman-4-yl)phenyl)piperidin-4-yl)methyl)piperazin-1-yl)-1-oxoisoindolin-2-yl)piperidine-2,6-dione